1-(2-(5-(5-fluoro-4-(trifluoromethyl)pyridin-3-yl)isoindolin-2-yl)-2-oxoethyl)-1H-1,2,4-triazole-3-carbonitrile FC=1C(=C(C=NC1)C=1C=C2CN(CC2=CC1)C(CN1N=C(N=C1)C#N)=O)C(F)(F)F